CC=1N=C(SC1C1=CC=C2C(=NNC2=C1)C=CC1=NC=CC=C1)C1=C(C(=O)N)C=CC=C1C(F)(F)F 4-methyl-5-(3-(2-(pyridin-2-yl)vinyl)-1H-indazol-6-yl)thiazol-2-yl-3-(trifluoromethyl)benzamide